(E)-3-(1-((4-(neo-pentyl)phenyl)sulfonyl)-1H-indol-3-yl)-1-phenylprop-2-en-1-one C(C(C)(C)C)C1=CC=C(C=C1)S(=O)(=O)N1C=C(C2=CC=CC=C12)/C=C/C(=O)C1=CC=CC=C1